Butyl-ethyl acetate C(C)(=O)OC(C)CCCC